2-(8-(4-(trifluoromethyl)phenyl)imidazo[1,2-a]pyrazin-6-yl)acetaldehyde FC(C1=CC=C(C=C1)C=1C=2N(C=C(N1)CC=O)C=CN2)(F)F